N-[(E)-1-pyridin-2-ylethylideneamino]piperidine-1-carbothioamide N1=C(C=CC=C1)\C(\C)=N\NC(=S)N1CCCCC1